Oxalic acid, dihydrate O.O.C(C(=O)O)(=O)O